C(C)(C)(C)N(C(O)=O)CC=1N(C2=CC(=C(C=C2C1)Br)OCC=1N=CSC1)S(=O)(=O)C1=CC=C(C)C=C1.CC1=CC=C2C(=N1)N=C(O2)N2CCN(CC2)C(=O)C2=CC=C(C=C2)N2CC(C2)OC2=CC=CC=C2 (4-(5-methyloxazolo[4,5-b]pyridin-2-yl)piperazin-1-yl)(4-(3-phenoxyazetidin-1-yl)phenyl)methanone tert-butyl-((5-bromo-6-(thiazol-4-ylmethoxy)-1-tosyl-1H-indol-2-yl)methyl)carbamate